2-(2-(cyclohept-1-en-1-yl)-5-ethyl-7-oxo-6-(piperazin-1-yl)pyrazolo[1,5-a]pyrimidin-4(7H)-yl)-N-(4-(pentafluoro-λ6-sulfaneyl)phenyl)acetamide C1(=CCCCCC1)C1=NN2C(N(C(=C(C2=O)N2CCNCC2)CC)CC(=O)NC2=CC=C(C=C2)S(F)(F)(F)(F)F)=C1